C[C@H]1[C@H]([C@H]([C@@H]([C@@H](O1)O[C@@H]2[C@H]([C@H]([C@H](O[C@H]2O[C@@H]3[C@H](O[C@H]([C@@H]([C@H]3O)O)O)CO)CO)O)O[C@@H]4[C@@H]([C@H]([C@H]([C@H](O4)CO)O)O)NC(=O)C)O)O)O The molecule is a branched amino tetrasaccharide consisting of beta-D-glucose at the reducing end having an N-acetyl-alpha-D-galactosaminyl-(1->3)-[alpha-L-fucosyl-(1->2)]-beta-D-galactosyl moiety attached at the 4-position. It has a role as an epitope. It is an amino tetrasaccharide and a galactosamine oligosaccharide.